tert-Butyl 5-ethyl-3-[4-(4,4,5,5-tetramethyl-1,3,2-dioxaborolan-2-yl)phenyl]pyrazole-1-carboxylate C(C)C1=CC(=NN1C(=O)OC(C)(C)C)C1=CC=C(C=C1)B1OC(C(O1)(C)C)(C)C